3,4-bis(diisobutylphosphino)-2-isopropylthiophene C(C(C)C)P(C1=C(SC=C1P(CC(C)C)CC(C)C)C(C)C)CC(C)C